C12=CC=C(C=3OC4=C(C31)C=CC=C4)C2 1,4-methanodibenzo[b,d]furan